2-((4-Amino-3-(3-hydroxyphenyl)-1H-pyrazolo[3,4-d]pyrimidin-1-yl)methyl)-3-(3-chlorobenzyl)-5-ethynylquinazolin-4(3H)-one NC1=C2C(=NC=N1)N(N=C2C2=CC(=CC=C2)O)CC2=NC1=CC=CC(=C1C(N2CC2=CC(=CC=C2)Cl)=O)C#C